C(C1=CC=CC=C1)O[C@@H]1[C@](C[C@H]([C@@H]1OCC1=CC=CC=C1)N1C=CC2=C1N=CN=C2Cl)(COCC2=CC=CC=C2)CO ((1s,2r,3s,4r)-2,3-bis(benzyloxy)-1-((benzyloxy)methyl)-4-(4-chloro-7H-pyrrolo[2,3-d]pyrimidin-7-yl)cyclopentyl)methanol